4-((4-methoxybenzyl)oxy)-5-(4,4,5,5-tetramethyl-1,3,2-dioxaborolan-2-yl)picolinamine COC1=CC=C(COC2=CC(=NC=C2B2OC(C(O2)(C)C)(C)C)CN)C=C1